C1(CC1)CN[C@H]1CCC2=NC(=CC=C21)C(F)(F)F (S)-N-(cyclopropylmethyl)-2-(trifluoromethyl)-6,7-dihydro-5H-cyclopenta[b]pyridin-5-amine